7-amino-3-chloro-2-methyl-5-(methyl-sulfonyl)pyrazolo[1,5-a]pyrimidine-6-carbonitrile NC1=C(C(=NC=2N1N=C(C2Cl)C)S(=O)(=O)C)C#N